(S)-2-((2-((S)-3-(difluoromethyl)-5-oxomorpholino)-5,6-dihydrobenzo[f]imidazo[1,2-d][1,4]oxazepin-9-yl)amino)-3-methoxypropanamide FC([C@@H]1COCC(N1C=1N=C2N(CCOC3=C2C=CC(=C3)N[C@H](C(=O)N)COC)C1)=O)F